2-hydroxyethanesulfonic acid dimethylpropylamine salt CN(CCC)C.OCCS(=O)(=O)O